[C@H]12CN(C[C@H](CC1)N2)C=2C1=C(N=C(N2)OC([2H])([2H])C2(CC2)CN2CCCC2)C(=C(N=C1)C=1C=C(C=C(C1C(F)(F)F)Cl)O)F 3-(4-((1R,5S)-3,8-Diazabicyclo[3.2.1]octan-3-yl)-8-fluoro-2-((1-(pyrrolidin-1-ylmethyl)cyclopropyl)methoxy-d2)pyrido[4,3-d]pyrimidin-7-yl)-5-chloro-4-(trifluoromethyl)phenol